OC(CN(C(CCCCCCCCCCCCCCCCC)=O)CC(C)O)C N,N-Bis(2-hydroxypropyl)octadecanamide